ClC1=CC2=C(N=C(N=C2N2CCC3(CN(C3)C(=O)[O-])CC2)OC[C@H]2N(CCC2)C)N=C1Cl (S)-7-(6,7-Dichloro-2-((1-methylpyrrolidin-2-yl) methoxy) pyrido[2,3-d]pyrimidin-4-yl)-2,7-diazaspiro[3.5]nonane-2-carboxylate